3-amino-4-(2,4,5-trifluorophenyl)butanoic acid NC(CC(=O)O)CC1=C(C=C(C(=C1)F)F)F